tert-butyl N-(8-methyl-1,4-dioxaspiro[4.5]decan-8-yl)carbamate CC1(CCC2(OCCO2)CC1)NC(OC(C)(C)C)=O